7-[(1R,5S)-8-azabicyclo[3.2.1]oct-2-en-3-yl]-2-(3,4-dimethoxyphenyl)-4H-pyrido[1,2-a]pyrimidin-4-one [C@H]12C=C(C[C@H](CC1)N2)C=2C=CC=1N(C(C=C(N1)C1=CC(=C(C=C1)OC)OC)=O)C2